C12(CC3CC(CC(C1)C3)C2)CC[NH+](C)C 1-adamantylethyl-dimethylammonium